N-(3-((1,3,4-thiadiazol-2-yl)amino)-5-fluorobenzyl)-8-cyclopentyl-7H-purine-6-carboxamide S1C(=NN=C1)NC=1C=C(CNC(=O)C2=C3NC(=NC3=NC=N2)C2CCCC2)C=C(C1)F